(R)-4-(1-(4-fluorophenyl)ethyl)-1-(2-(pyrimidin-4-yl)nicotinoyl)piperidine-4-carbonitrile FC1=CC=C(C=C1)[C@@H](C)C1(CCN(CC1)C(C1=C(N=CC=C1)C1=NC=NC=C1)=O)C#N